OC1C=CC(CCC2C=C(O)C=C(O)C=2)=CC=1 dihydro-resveratrol